FC(O[C@@H]1C[C@H](N(C1)C(CNC(=O)C=1C=CC=2SC3=CC=CC=C3OC2C1)=O)C(=O)NCC1=CC=2CN(CCC2S1)C)F (2S,4R)-4-(difluoromethoxy)-N-((5-methyl-4,5,6,7-tetrahydrothieno[3,2-c]pyridin-2-yl)methyl)-1-((phenoxathiine-3-carbonyl)glycyl)pyrrolidine-2-carboxamide